2-[6-amino-5-[8-[2-[3-(3-oxa-9-azabicyclo[3.3.1]nonan-9-yl)prop-1-ynyl]-4-pyridinyl]-3,8-diazabicyclo[3.2.1]oct-3-yl]pyridazin-3-yl]phenol NC1=C(C=C(N=N1)C1=C(C=CC=C1)O)N1CC2CCC(C1)N2C2=CC(=NC=C2)C#CCN2C1COCC2CCC1